2-benzyl-6-chloro-2,7-naphthyridin-1(2H)-one C(C1=CC=CC=C1)N1C(C2=CN=C(C=C2C=C1)Cl)=O